CN1N=CC(=C1C1CCN(CC1)C1=CC(=C(C(=N1)C(F)(F)F)C=C)N1CC(C1)N1CCNCC1)C 1-(1-(6-(4-(1,4-dimethyl-1H-pyrazol-5-yl)piperidin-1-yl)-2-(trifluoromethyl)-3-vinylpyridin-4-yl)azetidin-3-yl)piperazine